C(CCCCCCCCCCCCCCCCC)(=O)OC[C@@H](O)CO 1-Stearoyl-Sn-Glycerol